N-((7-methyl-3H-imidazo[4,5-b]pyridin-2-yl)methyl)-6-(4-methylpiperazin-1-yl)-3-(5-methylthiophen-3-yl)imidazo[1,2-b]pyridazin-8-amine CC1=C2C(=NC=C1)NC(=N2)CNC=2C=1N(N=C(C2)N2CCN(CC2)C)C(=CN1)C1=CSC(=C1)C